FC1(CN(C1)C1=NC=C(C=N1)C=1C(=NC=CC1)NC(C(C)C)C=1OC2=C(C1C)C=C(C=C2)F)F 3-(2-(3,3-Difluoroazetidin-1-yl)pyrimidin-5-yl)-N-(1-(5-fluoro-3-methylbenzofuran-2-yl)-2-methylpropyl)pyridin-2-amine